TMS(trimethylscandium) [Si](C)(C)(C)C[Sc](C)C